C1(CC1)C1=CC=2N=C(N=C(C2N=C1)N[C@H](CC(=O)NC)CC(C)C)N1CC2(CN(C2)C(C=C)=O)CC1 (3S)-3-((7-cyclopropyl-2-(2-(2-propenoyl)-2,6-diazaspiro[3.4]octan-6-yl)pyrido[3,2-d]pyrimidin-4-yl)amino)-N,5-dimethylhexanamide